FC=1C=CC(=C(C(=O)N(C(C)C)C(C)C)C1)N1C(=C(C=2C1=CN=CC2)C(=O)[C@H]2C[C@@H](N(CC2)C(=O)[C@H]2N[C@H](CC2)C)C)C |&1:27| 5-fluoro-N,N-diisopropyl-2-(2-methyl-3-((2S,4RS)-2-methyl-1-((2S,5S)-5-methylpyrrolidine-2-carbonyl)piperidine-4-carbonyl)-1H-pyrrolo[2,3-c]pyridine-1-yl)benzamide